CC1=NNC(=C1C=1C=CC(=NC1F)NC([C@H](C1CCC(CC1)C)NC(=O)C=1C(=NOC1)CC)=O)C N-[(1S)-2-[[5-(3,5-dimethyl-1H-pyrazol-4-yl)-6-fluoro-2-pyridyl]amino]-1-(4-methylcyclohexyl)-2-oxo-ethyl]-3-ethyl-isoxazole-4-carboxamide